(1R,2R)-N-(2,4-difluorobenzyl)-9-hydroxy-2-methyl-8,10-dioxo-3,4,5,6,8,10-hexahydro-2H-1,7-methanopyrido[1,2-b][1,2,5]triazecine-11-carboxamide FC1=C(CNC(=O)C=2C(C(=C3N(N4[C@@H](CCCCN(C3=O)C4)C)C2)O)=O)C=CC(=C1)F